FC1=C(CN2C(C3=C(N=CN=C3)C(=C2)C(=O)N[C@@H]2[C@H](CCCCC2)O)=O)C=CC(=C1)C=1C=NN(C1)C 6-(2-fluoro-4-(1-methyl-1H-pyrazol-4-yl)benzyl)-N-((1S,2S)-2-hydroxycycloheptyl)-5-oxo-5,6-dihydropyrido[4,3-d]pyrimidine-8-carboxamide